2-((1-Methyl-3-(oxetan-3-yloxy)-1H-pyrazol-4-yl)amino)-7-((3R,4R)-3-methyltetrahydro-2H-pyran-4-yl)-7H-pyrrolo[2,3-d]pyrimidine-6-carbonitrile CN1N=C(C(=C1)NC=1N=CC2=C(N1)N(C(=C2)C#N)[C@H]2[C@H](COCC2)C)OC2COC2